2-(5-(2-(1,4-dioxa-8-azaspiro[4.5]decane-8-yl)pyridin-4-yl)-6-aminopyridazin-3-yl)phenol O1CCOC12CCN(CC2)C2=NC=CC(=C2)C=2C=C(N=NC2N)C2=C(C=CC=C2)O